7-{3-[(2-ethoxyethyl)carbamoyl]azetidin-1-yl}-6-fluoro-4-oxo-1-(1,2,4-thiadiazol-5-yl)-1,4-dihydro-1,8-naphthyridine-3-carboxylic acid C(C)OCCNC(=O)C1CN(C1)C1=C(C=C2C(C(=CN(C2=N1)C1=NC=NS1)C(=O)O)=O)F